S(=O)(=O)([O-])S(=O)O.[Na+].C[B-](C1=C(C(=C(C(=C1F)F)F)F)F)(C1=C(C(=C(C(=C1F)F)F)F)F)C1=C(C(=C(C(=C1F)F)F)F)F.C(C)[Si+](CC)CC triethylsilylium methyltri-(pentafluorophenyl)borate Sodium pyrosulfite